Natrium borat B([O-])([O-])[O-].[Na+].[Na+].[Na+]